C=1OC=C2C1C=CC=C2C(=O)[O-] 2-benzofuran-4-carboxylate